(2S)-2-[(4R)-2-oxo-4-propylpyrrolidin-1-yl]Butyrylamide O=C1N(C[C@@H](C1)CCC)[C@H](C(=O)[NH-])CC